FC(F)(F)C=1SC2=C(N1)C=CC=C2 Trifluoromethyl-benzothiazole